C(#N)C1=C(SC=2CN(CCC21)CC2=C(C(=CC=C2)C)C)NC(CC2=CC=C(C=C2)S(N)(=O)=O)=O N-(3-Cyano-6-(2,3-dimethylbenzyl)-4,5,6,7-tetrahydrothieno[2,3-c]pyridin-2-yl)-2-(4-sulfamoylphenyl)acetamid